(methylphenyl-d3)pyridine-d CC=1C(=C(C(=C(C1)C=1C(=NC=CC1)[2H])[2H])[2H])[2H]